(R)-2-[4-(5-chloro-3-fluoro-2-pyridyloxy)phenoxy]propanoic acid propargyl ester C(C#C)OC([C@@H](C)OC1=CC=C(C=C1)OC1=NC=C(C=C1F)Cl)=O